(4-(3-bromo-2-oxopropoxy)-3-fluorophenyl)-4-(2,6-difluorobenzyl)-2,4-dihydro-3H-1,2,4-triazol-3-one BrCC(COC1=C(C=C(C=C1)N1N=CN(C1=O)CC1=C(C=CC=C1F)F)F)=O